FC(N1N=CC(=C1)C1=NN2C(=NC3=C(C=CC=C3C2=N1)C#N)NC=1C(N=CC=NC1)=O)F 2-[1-(Difluoromethyl)-1H-pyrazol-4-yl]-5-{[(6R)-5-oxo-1,4-diazepin-6-yl]amino}[1,2,4]triazolo[1,5-c]quinazolin-7-carbonitrile